2-(4-cyclopropyl-6-methoxypyrimidin-5-yl)-N-(4-(1-methyl-4-(trifluoromethyl)-1H-imidazol-2-yl)benzyl)imidazo[2,1-f][1,2,4]triazin-4-amine C1(CC1)C1=NC=NC(=C1C1=NN2C(C(=N1)NCC1=CC=C(C=C1)C=1N(C=C(N1)C(F)(F)F)C)=NC=C2)OC